Cl.Cl.C[C@H]1CN(C[C@H](N1)C)C1=CC=C(N=N1)C1=NC=C(C=C1O)\C=C\C=1C=NN(C1)C 2-{6-[(3S,5R)-3,5-dimethylpiperazin-1-yl]pyridazin-3-yl}-5-[(E)-2-(1-methyl-1H-pyrazol-4-yl)ethenyl]pyridin-3-ol dihydrochloride